ClC1=CC=C(OC(C(=O)NCC=2N=NN(C2)C2=CC=CC=3SC(=CC32)C#N)(C)C)C=C1 2-(4-chlorophenoxy)-N-((1-(2-cyanobenzo[b]thiophen-4-yl)-1H-1,2,3-triazol-4-yl)methyl)-2-methylpropanamide